(1S,2R)-2-((S)-5-chloro-1-((1-oxoisoindolin-2-yl)methyl)-8-((1-(2,2,2-trifluoroethyl)-1H-imidazol-2-yl)methoxy)-1,2,3,4-tetrahydroisoquinoline-2-carbonyl)cyclohexane-1-carboxylic acid ClC1=C2CCN([C@@H](C2=C(C=C1)OCC=1N(C=CN1)CC(F)(F)F)CN1C(C2=CC=CC=C2C1)=O)C(=O)[C@H]1[C@H](CCCC1)C(=O)O